N[C@@H]1CN(CC1)C(=O)OC(C)(C)C tert-butyl (S)-3-aminopyrrolidine-1-carboxylate